C(CCS)S 1,3-propan-dithiol